ClC1=CC=C(C2=CC=CC=C12)C[C@@H](C(=O)OC)NC(=O)OCC1C2=CC=CC=C2C=2C=CC=CC12 Methyl (2S)-3-(4-chloronaphthalen-1-yl)-2-({[(9H-fluoren-9-yl)methoxy]carbonyl}amino)propanoate